C1=CSC(=N1)N The molecule is a primary amino compound that is 1,3-thiazole substituted by an amino group at position 2. It is a member of 1,3-thiazoles and a primary amino compound.